1-(4-(4-amino-5-(4-amino-2-fluorophenyl)pyrrolo[2,1-f][1,2,4]triazin-7-yl)piperidin-1-yl)-2-fluoro-2-methylpropan-1-one NC1=NC=NN2C1=C(C=C2C2CCN(CC2)C(C(C)(C)F)=O)C2=C(C=C(C=C2)N)F